4-chloro-8-(2,3-dichlorophenyl)-1,6-naphthyridine-3-carbonyl chloride ClC1=C(C=NC2=C(C=NC=C12)C1=C(C(=CC=C1)Cl)Cl)C(=O)Cl